FC1=C2C=CN(C2=CC(=C1OC=1C=CC(=C(C1)N1N=C(C=C1N1C(CCC1)=O)CC=1C=C(C=CC1)CCC(=O)OCC)F)F)COCC[Si](C)(C)C ethyl 3-[3-[[1-[5-[4,6-difluoro-1-(2-trimethylsilylethoxymethyl)indol-5-yl]oxy-2-fluoro-phenyl]-5-(2-oxopyrrolidin-1-yl)pyrazol-3-yl]methyl]phenyl]propanoate